(R)-5-(1-((methyl-d3)amino)ethyl)pyridin-3-amine C([2H])([2H])([2H])N[C@H](C)C=1C=C(C=NC1)N